(S)-1-cyanopropan-2-yl (S)-6-diazo-2-((R)-2-methoxypropanamido)-5-oxohexanoate [N+](=[N-])=CC(CC[C@@H](C(=O)O[C@H](CC#N)C)NC([C@@H](C)OC)=O)=O